trans-crotonyl chloride C(\C=C\C)(=O)Cl